Cl.N1CCC(CC1)C1=NC2=C(C=CC=C2C(=C1)N)C(F)(F)F (piperidin-4-yl)-8-(trifluoromethyl)quinolin-4-amine hydrochloride